OC1(CCNCC1)C=1C=C2CN(C(C2=CC1)=O)C1C(NC(CC1)=O)=O 3-[5-(4-hydroxyl-4-piperidyl)-1-oxo-isoindolin-2-yl]piperidine-2,6-dione